ClC1=NC2=NC(=C(N=C2C(=N1)C1=C(C(=C(C=C1)C(F)(F)F)F)F)C)C 2-chloro-4-[2,3-difluoro-4-(trifluoromethyl)phenyl]-6,7-dimethyl-pteridine